FC(OC=1C=C(C=C(C1)F)C1=CC2=C(O[C@@H](CN2S(=O)(=O)C2=CC(=CC=C2)C(F)(F)F)CCC(=O)O)C=C1)F (R)-3-(6-(3-(difluoromethoxy)-5-fluorophenyl)-4-((3-(trifluoromethyl)phenyl)sulfonyl)-3,4-dihydro-2H-benzo[b][1,4]oxazin-2-yl)propanoic acid